N-(2-((4-(2-(((1,3-Dimethyl-1H-indazol-5-yl)methyl)((5-methylpyridin-3-yl)methyl)amino)ethyl)phenyl)carbamoyl)-4,5-dimethoxyphenyl)-4-oxo-4H-chromene-2-carboxamide CN1N=C(C2=CC(=CC=C12)CN(CCC1=CC=C(C=C1)NC(=O)C1=C(C=C(C(=C1)OC)OC)NC(=O)C=1OC2=CC=CC=C2C(C1)=O)CC=1C=NC=C(C1)C)C